N(C1=CC=CC=C1)CC(CS(=O)(=O)O)C 3-anilino-2-methylpropane-1-sulfonic acid